C(C)OC(=O)C1=C(N=C(S1)NC1=NC(=CC(=N1)NCC1=CC=C(C=C1)S(=O)(=O)N)N1CCN(CC1)C)C 2-[[4-[[[4-(aminosulfonyl)phenyl]methyl]amino]-6-(4-methyl-1-piperazinyl)-2-pyrimidinyl]amino]-4-methyl-5-thiazolecarboxylic acid ethyl ester